N-(2,6-difluoro-3-(5-(2-(methylthio)pyrimidin-5-yl)-1H-pyrazolo[3,4-b]pyridine-3-carbonyl)phenyl)propane-1-sulfonamide FC1=C(C(=CC=C1C(=O)C1=NNC2=NC=C(C=C21)C=2C=NC(=NC2)SC)F)NS(=O)(=O)CCC